(1R,2S)-1-(6-bromo-2-methoxyquinolin-3-yl)-2-(2,6-dimethoxypyridin-4-yl)-4-(dimethylamino)-1-(2,3,6-trimethoxypyridin-4-yl)butan-2-ol BrC=1C=C2C=C(C(=NC2=CC1)OC)[C@H]([C@](CCN(C)C)(O)C1=CC(=NC(=C1)OC)OC)C1=C(C(=NC(=C1)OC)OC)OC